NC1=NC=CC(=C1)NCCCC 2-amino-4-(butylamino)pyridine